BrC=1C=C(C=C2C([C@@H](COC12)CC1=C(C=C(C=C1)F)Cl)=O)CN1C(N(C=C1)C)=N (R)-8-bromo-3-(2-chloro-4-fluorobenzyl)-6-((2-imino-3-methyl-2,3-dihydro-1H-imidazole-1-yl)methyl)chroman-4-one